N,N'-diphenyl-N,N'-bis(9-phenyl-9H-carbazol-3-yl)-(1,1'-biphenyl)-4,4'-diamine C1(=CC=CC=C1)N(C1=CC=C(C=C1)C1=CC=C(C=C1)N(C=1C=CC=2N(C3=CC=CC=C3C2C1)C1=CC=CC=C1)C1=CC=CC=C1)C=1C=CC=2N(C3=CC=CC=C3C2C1)C1=CC=CC=C1